(2S)-2-amino-3,3-dicyclopropyl-N-[1-[(2-methoxy-3-pyridyl)methyl]imidazol-4-yl]propanamide N[C@H](C(=O)NC=1N=CN(C1)CC=1C(=NC=CC1)OC)C(C1CC1)C1CC1